C(=O)(O)CCN(CCC(=O)O)CCNC(CCCCC(CCS)S)=O N-(2-carboxyethyl)-N-[2-[(6,8-dimercapto-1-oxooctyl)amino]ethyl]-β-alanine